C(C)C=1C(=NN(C1C1=CC=C(C=C1)F)C)NC1=CC(=NC=N1)N1N=C(C(=C1C)CC(=O)OC(C)C)C propan-2-yl [1-(6-{[4-ethyl-5-(4-fluorophenyl)-1-methyl-1H-pyrazol-3-yl]amino}pyrimidin-4-yl)-3,5-dimethyl-1H-pyrazol-4-yl]acetate